FC=1C=C2C(=NNC2=CC1OCCOC)C1=CC(=NO1)C1=CC=C(C(=O)N2C3(COC3)COCC2)C=C1 5-(4-{5-[5-Fluoro-6-(2-methoxyethoxy)-1H-indazol-3-yl]-1,2-oxazol-3-yl}benzoyl)-2,8-dioxa-5-azaspiro[3.5]nonan